ClC=1C=CC(=C(C1)C=1C(=NN(C(C1)=O)[C@H](C(=O)NC1=CC=C(C(=O)O)C=C1)CC1=CC=CC=C1)OC)C(CC)=O (S)-4-(2-(4-(5-chloro-2-propionylphenyl)-3-methoxy-6-oxopyridazin-1(6H)-yl)-3-phenylpropionamido)benzoic acid